N1C(CCC1)B(O)O 2-pyrrolidinylboronic acid